6-((4-(2-azaspiro[3.3]heptan-2-yl)phenyl)amino)-3-methylbenzo[d]oxazol-2(3H)-one C1N(CC12CCC2)C2=CC=C(C=C2)NC2=CC1=C(N(C(O1)=O)C)C=C2